CC(C)(C)OC(=O)N1CCC=CC1 N-Boc-1,2,3,6-tetrahydropyridine